Cl.C(N)(=N)SC1=CC(=NC=C1)C#N 2-Cyanopyridin-4-yl carbamimidothioate hydrochloride